N'-methyl-ethane-1,2-diamine trifluoroacetate FC(C(=O)O)(F)F.CNCCN